OC1=CC=C(C=C1)C=1OC(=NN1)C1=CC(=C(C(=C1)OC)OC)OC 2-(4-hydroxyphenyl)-5-(3,4,5-trimethoxyphenyl)-1,3,4-oxadiazole